ClCCC1=NC2=CC(=CC(=C2C(N1)=O)F)OCC1CC1 2-(2-chloroethyl)-7-(cyclopropylmethoxy)-5-fluoroquinazolin-4(3H)-one